C(C)(C)(C)OC(=O)N1CCC(CC1)(OC)CO 4-(hydroxymethyl)-4-methoxypiperidine-1-carboxylic acid tert-butyl ester